C(C)(=O)N[C@@H]1C(C[C@@H](C1)C(=O)N[C@@H](C12CCC(CC1)(C2)F)C2=C(C(=CC(=C2)O)Cl)F)(F)F (1R,4S)-4-acetamido-N-((S)-(3-chloro-2-fluoro-5-hydroxyphenyl)(4-fluorobicyclo[2.2.1]heptan-1-yl)methyl)-3,3-difluorocyclopentane-1-carboxamide